2-(1-(3-chlorophenyl)-1H-pyrazol-4-yl)-N-(5-((1S,2R)-2-fluorocyclopropyl)-1H-pyrazol-3-yl)propanamide ClC=1C=C(C=CC1)N1N=CC(=C1)C(C(=O)NC1=NNC(=C1)[C@H]1[C@@H](C1)F)C